2-(6-(((1S,2S,3R,5S)-2-fluoro-1-methyl-8-azabicyclo[3.2.1]oct-6-en-3-yl)oxy)-1,2,4-triazin-3-yl)-5-(2-methoxypyridin-4-yl)phenol F[C@H]1[C@@]2(C=C[C@H](C[C@H]1OC1=CN=C(N=N1)C1=C(C=C(C=C1)C1=CC(=NC=C1)OC)O)N2)C